CC#CC#CC 2,4-Hexadiyne